propenyl alcohol C(=CC)O